CNC1C2=C(S(C(C1)C)(=O)=O)SC(=C2)S(=O)(=O)N 4-(methylamino)-5,6-dihydro-6-methyl-4h-thieno(2,3-b)thiopyran-2-sulfonamide-7,7-dioxide